8-(4-butoxy-3-methyl-phenyl)-5-cyclopropyl-2-oxo-4-{[m-(trifluoromethyl)phenyl]methyl}-7-thia-1-azabicyclo[4.3.0]non-3,5,8-triene-9-carboxylic acid C(CCC)OC1=C(C=C(C=C1)C=1SC2=C(C(=CC(N2C1C(=O)O)=O)CC1=CC(=CC=C1)C(F)(F)F)C1CC1)C